NC1=NC=2C=C(C(=CC2C2=C1COC2)C(=O)N(CC2=NC=C(C=C2)C(F)(F)F)C=2C=NN(C2)C(F)(F)F)F 4-amino-7-fluoro-N-(1-(trifluoromethyl)-1H-pyrazol-4-yl)-N-((5-(trifluoromethyl)-2-pyridinyl)methyl)-1,3-dihydrofuro[3,4-c]quinoline-8-carboxamide